(oxetan-3-yl)-6,7,8,9-tetrahydro-5H-6,9-epiminocyclohepta[d]pyrimidin O1CC(C1)C=1N=CC2=C(N1)C1CCC(C2)N1